benzyl (R)-6-((6-((1-(tert-butoxycarbonyl)pyrrolidin-3-yl)carbamoyl)-2'-ethoxy-[2,3'-bipyridin]-5-yl)oxy)-2-azaspiro[3.3]heptane-2-carboxylate C(C)(C)(C)OC(=O)N1C[C@@H](CC1)NC(=O)C1=C(C=CC(=N1)C=1C(=NC=CC1)OCC)OC1CC2(CN(C2)C(=O)OCC2=CC=CC=C2)C1